(5R)-3-Bromo-5-[1-[[2-methyl-4-(trifluoromethyl)phenyl]methyl]-4-piperidyl]-4,5-dihydroisoxazole BrC1=NO[C@H](C1)C1CCN(CC1)CC1=C(C=C(C=C1)C(F)(F)F)C